C[Sn](C1=CC=C(S1)\C=C\C=1SC(=CC1)[Sn](C)(C)C)(C)C (E)-1,2-bis(5-(trimethylstannyl)thiophene-2-yl)ethylene